CN1N=C(C(=C1)C=1C=NC=2CCN(CC2C1)C1=C(C=CC=N1)C)C 6-[3-(1,3-dimethylpyrazol-4-yl)-7,8-dihydro-5H-1,6-naphthyridin-6-yl]-5-methyl-pyridine